BrC=1C=C(C=CC1)C1=NC(=C(C(=N1)Cl)OC1=C(C=CC=C1)OC)Cl 2-(3-bromophenyl)-4,6-dichloro-5-(2-methoxyphenoxy)pyrimidine